ClC=1C(=C(NC=2C3=C(N=CN2)C=CC(=N3)O[C@@H]3CN(CC3)C(C=C)=O)C=CC1OC1CCC1)F 1-[(3S)-3-[4-[3-Chloro-4-(cyclobutoxy)-2-fluoro-anilino]pyrido[3,2-d]pyrimidin-6-yl]oxypyrrolidin-1-yl]prop-2-en-1-one